C(=O)(O)C1=CC=C(CN2C[C@@]3([C@@H](N[C@H]([C@@H]3C3=C(C=CC=C3)Cl)C(=O)NC3=C(C=C(C(=O)O)C=C3)OC)CC(C)(C)C)C3=CC=C(C=C23)Cl)C=C1 4-((2'S,3S,4'S,5'R)-1-(4-carboxybenzyl)-6-chloro-4'-(2-chlorophenyl)-2'-neopentyl-spiro[indoline-3,3'-pyrrolidine]-5'-carboxamido)-3-methoxybenzoic acid